(cyclopentadienyl)dimethyl-(trimethylsiloxy)silylmethyl-platinum C1(C=CC=C1)[Pt]C[Si](O[Si](C)(C)C)(C)C